1-(Azetidin-3-ylmethyl)-N-[3-[[4-[[5-[4-(difluoromethoxy)-2,3-difluorophenyl]-1-methylimidazol-2-carbonyl]amino]-2-ethylbenzoyl]amino]propyl]piperidin-4-carboxamid N1CC(C1)CN1CCC(CC1)C(=O)NCCCNC(C1=C(C=C(C=C1)NC(=O)C=1N(C(=CN1)C1=C(C(=C(C=C1)OC(F)F)F)F)C)CC)=O